(2S)-2-(4-bromo-2-methoxyphenyl)piperidin-4-ol BrC1=CC(=C(C=C1)[C@H]1NCCC(C1)O)OC